N-butylethanolamine CCCCNCCO